Cl.O[C@H]1CNCCC1 (R)-3-HYDROXYPIPERIDINE HYDROCHLORIDE